8-[(3-nitrophenyl)-phenyl-methyl]sulfonyl-1,4-dioxa-8-azaspiro[4.5]decane [N+](=O)([O-])C=1C=C(C=CC1)C(S(=O)(=O)N1CCC2(OCCO2)CC1)C1=CC=CC=C1